N-(1-cyclobutyl-6-fluoro-1H-benzo[d]imidazol-2-yl)-3,3-dimethylbutyramide C1(CCC1)N1C(=NC2=C1C=C(C=C2)F)NC(CC(C)(C)C)=O